N-(7-chloro-6-(1-(4-hydroxy-3-methyltetrahydrofuran-3-yl)piperidin-4-yl)isoquinolin-3-yl)-5-ethoxyspiro[2.3]hexane-1-carboxamide ClC1=C(C=C2C=C(N=CC2=C1)NC(=O)C1CC12CC(C2)OCC)C2CCN(CC2)C2(COCC2O)C